FC=1C=C2C(=NNC2=CC1OCCOC)C1=CC(=NO1)C1=CC=C(C(=O)N2[C@@H](CCC2)CO)C=C1 [(2S)-1-(4-{5-[5-Fluoro-6-(2-methoxyethoxy)-1H-indazol-3-yl]-1,2-oxazol-3-yl}benzoyl)pyrrolidin-2-yl]methanol